2-({4-[4-(2-methoxy-phenyl)-piperidin-1-yl]-2-phenyl-quinazolin-6-yl}-methyl-amino)-ethanol COC1=C(C=CC=C1)C1CCN(CC1)C1=NC(=NC2=CC=C(C=C12)N(CCO)C)C1=CC=CC=C1